C(C)(C)(C)OC(=O)N1C[C@@H](N(C[C@H]1C)C=1C2=C(N=CN1)N(C=C2C(C)C)C=2C=C(C(=O)O)C=CN2)C 2-(4-((2S,5R)-4-(tert-Butoxycarbonyl)-2,5-dimethylpiperazin-1-yl)-5-isopropyl-7H-pyrrolo[2,3-d]pyrimidin-7-yl)isonicotinic acid